3-[2-(dimethylamino)ethyl]-1-[4-(3-nitrophenyl)thiazol-2-yl]-1-[3-(trifluoromethyl)phenyl]Urea CN(CCNC(N(C1=CC(=CC=C1)C(F)(F)F)C=1SC=C(N1)C1=CC(=CC=C1)[N+](=O)[O-])=O)C